NC1=NC=C(C(=N1)C)CN1CC2=C(CC1)C(=CS2)C(=O)NC2=CC(=CC(=C2)C(F)(F)F)F 6-((2-amino-4-methylpyrimidin-5-yl)methyl)-N-(3-fluoro-5-(trifluoromethyl)phenyl)-4,5,6,7-tetrahydrothieno[2,3-c]pyridine-3-carboxamide